(E)-2-amino-6-bromocyclohexanone NC1C(C(CCC1)Br)=O